C(C)C1=C(OCCN2CCOCC2)C(=CC(=C1)C)CC1=C(C=CC=C1)F 4-(2-(2-ethyl-6-(2-fluorobenzyl)-4-methylphenoxy)ethyl)morpholine